4-(3-fluoro-2-pyridinyl)-7-(4-methyl-1,3-thiazol-5-yl)-2-(2-(2-propenoyl)-2,6-diazaspiro[3.4]octan-6-yl)-5,6-dihydro-3-quinolinecarbonitrile FC=1C(=NC=CC1)C1=C(C(=NC=2C=C(CCC12)C1=C(N=CS1)C)N1CC2(CN(C2)C(C=C)=O)CC1)C#N